tert-butyl 3-[8-[2-(hydroxymethyl)thieno[3,2-b]pyridin-7-yl]-6-(trifluoromethyl)-3,4-dihydro-2H-quinolin-1-yl]azetidine-1-carboxylate OCC1=CC2=NC=CC(=C2S1)C=1C=C(C=C2CCCN(C12)C1CN(C1)C(=O)OC(C)(C)C)C(F)(F)F